Cl.COC(=O)CCCCC Pentane-1-carboxylic acid methyl ester HCl salt